FCCCN1CC2=C(CC1)N(C(=N2)C(=O)OC)C Methyl 5-(3-fluoropropyl)-1-methyl-4,5,6,7-tetrahydro-1H-imidazo[4,5-c]pyridine-2-carboxylate